2-(4-(3-((6-Bromoquinolin-4-yl)amino)-5-methoxyphenyl)-1H-pyrazol-1-yl)ethan-1-ol BrC=1C=C2C(=CC=NC2=CC1)NC=1C=C(C=C(C1)OC)C=1C=NN(C1)CCO